ClC1=C(C(=CC=C1)Cl)C1=C(C(=NC(=N1)NC1=CC=C(C=C1)N1CCN(CC1)C)OC)C(=O)N (2,6-dichlorophenyl)-4-methoxy-2-((4-(4-methylpiperazin-1-yl)phenyl)amino)pyrimidine-5-carboxamide